7-oxabicyclo(2.2.1)hepta-5-ene-2,3-dicarboxylic acid C12C(C(C(C=C1)O2)C(=O)O)C(=O)O